CC1=C(C=CC(=C1)C(C)(C)S(=O)(=O)C)NC(CN1C=NC2=C(C1=O)N(N=C2NC2=CC=C(C=C2)C(F)(F)F)C)=O N-(2-methyl-4-(2-(methylsulfonyl)propan-2-yl)phenyl)-2-(1-methyl-7-oxo-3-((4-(trifluoromethyl)phenyl)amino)-1,7-dihydro-6H-pyrazolo[4,3-d]pyrimidin-6-yl)acetamide